BrC=1C(=NN(C1)C1=CC=C(C=C1)N1C(CN(CC1)C(=O)O)C)C1=CC=NC=C1.C(#N)CCC[Si](F)(CC)CC 3-cyanopropyl-diethyl-fluorosilane 4-[4-[4-bromo-3-(pyridin-4-yl)pyrazol-1-yl]phenyl]-3-methylpiperazine-1-carboxylate